pyridyl-dithioamine N1=C(C=CC=C1)SSN